4-(N-(3-(tert-butyl)-5-cyclopropylbenzyl)-2-(N-(4-fluoro-3-methoxybenzyl)-(2,3,4,5,6-pentafluoro-phenyl)sulfonamido)acetamido)-2-hydroxybenzoic acid C(C)(C)(C)C=1C=C(CN(C(CN(S(=O)(=O)C2=C(C(=C(C(=C2F)F)F)F)F)CC2=CC(=C(C=C2)F)OC)=O)C2=CC(=C(C(=O)O)C=C2)O)C=C(C1)C1CC1